N1=NC(=CC2=C1COC2)C(=O)N 5,7-dihydrofuro[3,4-c]Pyridazine-3-carboxamide